4-(4-(2-(4-aminopiperidin-1-yl)-2-oxoethoxy)piperidin-1-yl)-2-(2,6-dioxopiperidin-3-yl)isoindoline-1,3-dione NC1CCN(CC1)C(COC1CCN(CC1)C1=C2C(N(C(C2=CC=C1)=O)C1C(NC(CC1)=O)=O)=O)=O